aspartyl-urea N[C@@H](CC(=O)O)C(=O)NC(=O)N